5-cyclopentadienyl-methylphenyl-silane titanium (II) [Ti+2].C1(C=CC=C1)C=1C=CC=C(C1)[SiH2]C